COC(=O)C=1C=C(C=CC1)C=1N(C=CC1)C(=O)OC(C)(C)C Tert-butyl 2-(3-(methoxycarbonyl) phenyl)-1H-pyrrole-1-carboxylate